Methyl ((1R,3R)-3-((3-chloro-4-(4-(5-cyano-2-((1-(methylsulfonyl)piperidin-4-yl)amino)pyrimidin-4-yl)-1H-pyrazol-1-yl)benzyl)amino) cyclopentyl)carbamate ClC=1C=C(CN[C@H]2C[C@@H](CC2)NC(OC)=O)C=CC1N1N=CC(=C1)C1=NC(=NC=C1C#N)NC1CCN(CC1)S(=O)(=O)C